C1(CC1)C=1NC(=NN1)C1CC2(CN(C2)C(=O)N2CC(C2)C=2C=NC(=CC2)N2C[C@@](CC2)(C(F)(F)F)O)C1 |r| [6-(5-cyclopropyl-4H-1,2,4-triazol-3-yl)-2-azaspiro[3.3]heptan-2-yl]-[3-[6-[rac-(3S)-3-hydroxy-3-(trifluoromethyl)pyrrolidin-1-yl]-3-pyridyl]azetidin-1-yl]methanone